hydroxyethyl-diethylenetriamine OCCNCCNCCN